2-cyanophenyl-5-(2-pyridyl)-1-phenyl-1,2-dihydropyridin-2-one C(#N)C1=C(C=CC=C1)C=1C(N(C=C(C1)C1=NC=CC=C1)C1=CC=CC=C1)=O